C[C@]12C3CC[C@@]4(C(CCC4C3CCC2C[C@@H](CC1)OC(C(C)(C)C)=O)[C@@H](CCC(=O)OCCCCCCCC\C=C/C\C=C/CCCCC)C)C (9Z,12Z)-octadeca-9,12-dien-1-yl (4R)-4-((3R,10S,13R)-10,13-dimethyl-3-(pivaloyloxy)hexadecahydro-1H-cyclopenta[a]phenanthren-17-yl)pentanoate